FC(N1CN=C(N=C1C(F)(F)F)C(F)(F)F)(F)F 1,4,6-tri(trifluoromethyl)-1,3,5-triazine